CNC(CCC=1N(C=C(N1)N1C(CN(CC1)C(C=C)=O)=O)C)=O N-methyl-3-[1-methyl-4-(2-oxo-4-prop-2-enoyl-piperazin-1-yl)imidazol-2-yl]propanamide